FC1(CC1)C(=O)N[C@H](C(=O)N1[C@@H](C[C@H](C1)O)C(=O)NCC1=C(C=C(C=C1)C1=C(N=CS1)C)OCC1CCNCC1)C(C)(C)C (2S,4R)-1-((S)-2-(1-fluorocyclopropanecarboxamido)-3,3-dimethylbutanoyl)-4-hydroxy-N-(4-(4-methylthiazol-5-yl)-2-(piperidin-4-ylmethoxy)benzyl)pyrrolidine-2-carboxamide